CN(C1=NC(N[C@H](N1)C)=N)C (6R)-(+)-4-dimethylamino-2-imino-6-methyl-1,2,5,6-tetrahydro-1,3,5-triazine